C1(CCC(CC1)C(=O)N)C(=O)N 4-cyclohexanedimethanamide